ClC=1C=NN(C1CC1N(C(C2=CC=CC=C12)=O)CC1CC2(C1)OC(NC2)=O)C (2r,4r)-2-((1-((4-chloro-1-methyl-1H-pyrazol-5-yl)methyl)-3-oxoisoindolin-2-yl)methyl)-5-oxa-7-azaspiro[3.4]octan-6-one